FC1=CC(=CC2=C1CN([C@H](CO2)C)C(=O)C2(CC2)COC)C2=NOC(=N2)C(F)(F)F (3S)-6-fluoro-4-{[1-(methoxymethyl)cyclopropyl]carbonyl}-3-methyl-8-[5-(trifluoromethyl)-1,2,4-oxadiazol-3-yl]-3,5-dihydro-2H-1,4-benzoxazepine